N'-(4-(4-fluoro-3-trifluoromethylphenoxy)-2,5-dimethylphenyl)-N-ethyl-N-methylformamidine FC1=C(C=C(OC2=CC(=C(C=C2C)N=CN(C)CC)C)C=C1)C(F)(F)F